β-mercaptonaphthalene SC1=CC2=CC=CC=C2C=C1